4-[6-(1-cyano-1-methylethyl)pyrazolo[1,5-a]pyridin-3-yl]-2-(difluoromethoxy)-N-(2-fluorocyclopropyl)-6-methoxybenzamide C(#N)C(C)(C)C=1C=CC=2N(C1)N=CC2C2=CC(=C(C(=O)NC1C(C1)F)C(=C2)OC)OC(F)F